N1=C(C=CC=C1)C1=C(N=NN1)C#N 2-pyridyl-triazole-4-carbonitrile